ClC=1C=C2C(=NC(=NC2=C(C1C1=CC(=CC2=CC=CC=C12)O)F)N1CC(C1)N(C)C)N1[C@H]2CN([C@@H](C1)C2)C(=O)OC(C)(C)C tert-Butyl (1R,4R)-5-((R or S)-6-chloro-2-(3-(dimethylamino) azetidin-1-yl)-8-fluoro-7-(3-hydroxy-naphthalen-1-yl)quinazolin-4-yl)-2,5-diazabicyclo[2.2.1]heptane-2-carboxylate